C1(CCCCC1)CNC(CC1C(NC2=C(S1)C=NC=C2)=O)=O N-(cyclohexylmethyl)-2-(2-oxo-2,3-dihydro-1H-pyrido[3,4-b][1,4]thiazin-3-yl)acetamide